ClC1=NC(=CC(=N1)C(=O)NC1CCC(CC1)OC)OC1CCC1 2-chloro-6-cyclobutoxy-N-((1r,4r)-4-methoxycyclohexyl)pyrimidine-4-carboxamide